COC(C1=CC(=C(C=C1)SC(C(=O)OCC)C)[N+](=O)[O-])=O 4-((1-ethoxy-1-oxopropan-2-yl)thio)-3-nitrobenzoic acid methyl ester